1-(4-methoxyphenyl)cyclopentane COC1=CC=C(C=C1)C1CCCC1